C(C=C)(=O)N1[C@H](CN(C[C@H]1C)C1=NC(N2C3=C(C(=C(C=C13)C(F)(F)F)C1=CC=C(C=C1)F)SC[C@H](C2)N2C(C=CC=C2)=O)=O)C (S)-8-((3S,5R)-4-acryloyl-3,5-dimethylpiperazin-1-yl)-11-(4-fluorophenyl)-3-(2-oxopyridin-1(2H)-yl)-10-(trifluoromethyl)-3,4-dihydro-[1,4]thiazepino[2,3,4-ij]quinazolin-6(2H)-one